1-[(3S,4R)-1-[1-(azetidin-3-yl)azetidin-3-yl]-3-fluoro-4-piperidyl]-3-(4-phenoxyphenyl)pyrazolo[3,4-d]pyrimidin-4-amine N1CC(C1)N1CC(C1)N1C[C@@H]([C@@H](CC1)N1N=C(C=2C1=NC=NC2N)C2=CC=C(C=C2)OC2=CC=CC=C2)F